NC1=NC=CC=C1CCCC(=O)N 2-aminopyridylpropylcarboxamide